2-methoxy-2-methylpropyl ((((2R,3S,4R,5S)-5-(4-aminopyrrolo[2,1-f][1,2,4]triazin-7-yl)-2-(fluoromethyl)-3,4-dihydroxytetrahydrofuran-2-yl)methoxy)(phenoxy)phosphoryl)-L-alaninate NC1=NC=NN2C1=CC=C2[C@H]2[C@@H]([C@@H]([C@@](O2)(CF)COP(=O)(OC2=CC=CC=C2)N[C@@H](C)C(=O)OCC(C)(C)OC)O)O